(2R,3R)-2,4-dibromo-3-hydroxy-butyric acid methyl ester COC([C@@H]([C@@H](CBr)O)Br)=O